ClC1=NC=C2C=CC(=NC2=C1)S 7-chloro-1,6-naphthyridine-2-thiol